1-(3-(sec-butyl)-2-oxo-2,3,4,5-tetrahydro-1H-benzo[1,4]diazepine-4-carbonyl)pyrrolidine-3-carboxylic acid C(C)(CC)C1C(NC2=C(CN1C(=O)N1CC(CC1)C(=O)O)C=CC=C2)=O